(R,E)-2-methyl-N-((6-oxo-1,6-dihydropyridin-3-yl)methylene)propane-2-sulfinamide CC(C)(C)[S@@](=O)/N=C/C1=CNC(C=C1)=O